14-amino-10-methyl-4,5,8-triazatricyclo[13.3.1.02,7]Nonadeca-1(19),2,4,6,15,17-hexaen-9-one NC1CCCC(C(NC2=CN=NC=C2C=2C=CC=C1C2)=O)C